BrC=1C=CC(=NC1)OC(F)(F)F 5-bromo-2-(trifluoro-methoxy)pyridine